C1(CC1)C=1N=NN(C1)[C@H](C(=O)N1[C@@H](C[C@H](C1)O)C(=O)NCC1=CC=C(C=C1)C(=O)N1CC(OC(C1)C)C)C(C)(C)C (2S,4r)-1-[(2S)-2-(4-cyclopropyltriazol-1-yl)-3,3-dimethyl-butyryl]-N-[[4-(2,6-dimethylmorpholine-4-carbonyl)phenyl]methyl]-4-hydroxy-pyrrolidine-2-carboxamide